O=C1N(CC2=CC(=CC=C12)[C@H]1NCCCC1)C1C(NC(CC1)=O)=O 3-(1-oxo-5-((S)-piperidin-2-yl)isoindolin-2-yl)piperidine-2,6-dione